CC(C(=O)OCC1=CC(=C(C=C1)F)C1=CC(=CC=2N(C=NC21)C/C(=C/CN)/F)C(F)(F)F)([C@@H](C)N(C)CC2=CC=C(C=C2)OC)C (Z)-(3-(1-(4-amino-2-fluorobut-2-en-1-yl)-6-(trifluoromethyl)-1H-benzo[d]imidazol-4-yl)-4-fluorophenyl)methanol methyl-(3R)-3-((4-methoxybenzyl)(methyl)amino)-2-methylbutanoate